[K].C[Si](O)(O)O methyl-silanetriol potassium salt